C(C1=CC=CC=C1)C1N=COC1 4-benzyl-4,5-dihydro-oxazole